FC=1C=C(C=C(C1)F)C1=C2C=CN(C2=C(C=C1)C(=O)NC1(CC1)C1=CC=C(C(=O)O)C=C1)CC1=CC=C(C=C1)C(F)(F)F 4-(1-(4-(3,5-difluorophenyl)-1-(4-(trifluoromethyl)benzyl)-1H-indole-7-carboxamido)cyclopropyl)benzoic acid